1-isopropyl-1H-benzo[d]imidazol-5-amine C(C)(C)N1C=NC2=C1C=CC(=C2)N